BrC1=CC(=C2CCCC2=C1)C[C@H](C(=O)OC(C)(C)C)[C@@H]1CN(CC1)C(=O)OC(C)(C)C (R)-tert-butyl 3-((S)-3-(6-bromo-2,3-dihydro-1H-inden-4-yl)-1-(tert-butoxy)-1-oxopropan-2-yl)pyrrolidine-1-carboxylate